2,3-dihydroxypropyl 3-oxohexanoate O=C(CC(=O)OCC(CO)O)CCC